BrC=1C=NN(C1)C1=C(C=C(C=C1)S(=O)(=O)CC)F 4-bromo-1-(4-(ethylsulfonyl)-2-fluorophenyl)-1H-pyrazole